NC=1C2=C(N(C(N1)=O)C1COCCC1)N=C(C=C2)C2CC2 4-amino-7-cyclopropyl-1-(oxacyclohex-3-yl)pyrido[2,3-d]pyrimidin-2-one